amino(n-butylamine) NNCCCC